CN1N=CC2=CC=C(C=C12)C=1C2=C(NN1)C1=C(C2)SC(=C1)C1=CC=C(C=C1)CN1CCCC1 3-(1-Methyl-1H-indazol-6-yl)-6-(4-(pyrrolidin-1-ylmethyl)phenyl)-1,4-dihydrothieno[2',3':4,5]cyclopenta[1,2-c]pyrazole